CS(=O)(=O)OCCC1=CC=C(C=C1)OCCOC1=CC=CC=C1 4-(2-phenoxyethoxy)phenethyl methanesulfonate